FC1=CC=C(C=C1)NC(=O)[C@H]1NC(OC1)=O (S)-N-(4-fluorophenyl)-2-oxooxazolidine-4-carboxamide